((5-bromobenzo[b]thiophen-2-yl)methyl)-2,4-dihydro-3H-1,2,4-triazol-3-one BrC1=CC2=C(SC(=C2)CN2N=CNC2=O)C=C1